dimethyl-α-ketoglutaric acid CC(C(C(=O)O)=O)(CC(=O)O)C